(7S,8aS)-7-(3-([1,2,4]triazolo[1,5-a]pyridin-8-yl-5-d)propyl-2,2,3,3-d4)-2-(5-fluoropyridin-2-yl)hexahydropyrrolo[1,2-a]pyrazin-6(2H)-one N=1C=NN2C1C(=CC=C2[2H])C(C(C[C@H]2C[C@@H]1N(CCN(C1)C1=NC=C(C=C1)F)C2=O)([2H])[2H])([2H])[2H]